thioflavonol O1C(=C(C(=S)C2=CC=CC=C12)O)C1=CC=CC=C1